ClC1=C2C(=C(NC2=CC=C1Cl)C(=O)O)F 4,5-dichloro-3-fluoro-1H-indole-2-carboxylic acid